1,3-bis(2-ethyl-hexyl)-5-methyl-5-aminohexahydro-pyrimidine C(C)C(CN1CN(CC(C1)(N)C)CC(CCCC)CC)CCCC